N1=NC=C(C=C1)OCC12CCOC(C1)C2 5-((pyridazin-4-yloxy)methyl)-2-oxabicyclo[3.1.1]heptan